ethyl heptanoat C(CCCCCC)(=O)OCC